FC=1C=C(C=NC1OC)CN1C2CN(CC1C2)C2=CC=C(C=N2)C=2C=1N(C=C(C2)C#CC2(CCC2)O)N=CC1C#N 4-(6-(6-((5-Fluoro-6-methoxypyridin-3-yl)methyl)-3,6-diazabicyclo[3.1.1]heptan-3-yl)pyridine-3-yl)-6-((1-hydroxycyclobutyl)ethynyl)pyrazolo[1,5-a]pyridine-3-carbonitrile